C(C=C)OC(=O)NC=1C(=CC(=C(OCCCCCC(=O)OCC)C1)OC)C(=O)N1[C@@H](CCCC1)CO Ethyl (S)-6-(5-(((allyloxy)carbonyl)amino)-4-(2-(hydroxymethyl)piperidine-1-carbonyl)-2-methoxyphenoxy)hexanoate